[(6-isopropoxy-3-pyridyl)methyl]-1,1-dioxo-2,3-dihydro-1lambda6,5-benzothiazepin-4-one C(C)(C)OC1=CC=C(C=N1)CC1S(C2=C(NC(C1)=O)C=CC=C2)(=O)=O